rac-(trans)-3-amino-1-(N-((tert-butoxycarbonyl)glycyl)carbamimidoyl)-4-(3-(4,4,5,5-tetramethyl-1,3,2-dioxaborolan-2-yl)propyl)pyrrolidine-3-carboxylic acid N[C@@]1(CN(C[C@H]1CCCB1OC(C(O1)(C)C)(C)C)C(NC(CNC(=O)OC(C)(C)C)=O)=N)C(=O)O